(S)-1-(3-methylpiperazin-1-yl)prop-2-en-1-one 2,2,2-trifluoroacetate FC(C(=O)O)(F)F.C[C@H]1CN(CCN1)C(C=C)=O